2-(2-((5-Bromo-2-((5-methoxy-2-methyl-4-(4-(4-methylpiperazin-1-yl)piperidin-1-yl)Phenyl)amino)pyrimidin-4-yl)amino)-5-chlorophenyl)propan-2-ol BrC=1C(=NC(=NC1)NC1=C(C=C(C(=C1)OC)N1CCC(CC1)N1CCN(CC1)C)C)NC1=C(C=C(C=C1)Cl)C(C)(C)O